1,4-diazabicyclo[2.2.1]heptane N12CCN(CC1)C2